ClC=1C(=C2C(=C(NC(C2=C(N1)OC)=O)COC1OCCCC1)COC1OCCCC1)F 6-chloro-5-fluoro-8-methoxy-3,4-bis(tetrahydropyran-2-yloxymethyl)-2H-2,7-naphthyridin-1-one